(2R,3R,4R,5S)-2-((1H-1,2,3-triazol-1-yl)methyl)-5-((4-(trifluoromethyl)pyrimidin-2-yl)amino)tetrahydro-2H-pyran-3,4-diol N1(N=NC=C1)C[C@H]1OC[C@@H]([C@H]([C@H]1O)O)NC1=NC=CC(=N1)C(F)(F)F